FC1=C(OC=2C(=C3C=NN(C3=CC2)C)[N+](=O)[O-])C(=CC=C1)C 5-(2-Fluoro-6-methylphenoxy)-1-methyl-4-nitro-1H-indazole